2-hydroxybutyl α-chloroacrylate ClC(C(=O)OCC(CC)O)=C